NC1=NC=NN2C1=C(C=C2C2CCC(CC2)O)C2=C(C=C(C=C2)NC(=O)C=2C(N(C=CC2)C2=CC=C(C=C2)F)=O)F N-{4-[4-amino-7-(4-hydroxycyclohexyl)pyrrolo[2,1-f][1,2,4]triazin-5-yl]-3-fluorophenyl}-1-(4-fluorophenyl)-2-oxo-1,2-dihydropyridine-3-carboxamide